Dimethyl 3-oxo-5,7-dihydro-2H-cyclopenta[c]pyridine-6,6-dicarboxylate O=C1C=C2C(=CN1)CC(C2)(C(=O)OC)C(=O)OC